tert-Butyl (3R)-3-{[5-(5-amino-2-chlorophenyl)-1-trityl-1H-indazol-3-yl]carbamoyl}piperidine-1-carboxylate NC=1C=CC(=C(C1)C=1C=C2C(=NN(C2=CC1)C(C1=CC=CC=C1)(C1=CC=CC=C1)C1=CC=CC=C1)NC(=O)[C@H]1CN(CCC1)C(=O)OC(C)(C)C)Cl